3-[(1R,3R)-3-[1-[4-[[(1R)-1-(2,4-dichlorophenyl)ethyl]amino]quinazolin-2-yl]azetidin-3-yl]-1-piperidyl]-1-methyl-cyclobutanecarboxylic acid ClC1=C(C=CC(=C1)Cl)[C@@H](C)NC1=NC(=NC2=CC=CC=C12)N1CC(C1)[C@@H]1CN(CCC1)C1CC(C1)(C(=O)O)C